COC(CCCCCCCCCCCCCCC[SiH3])(OC)OC TRIMETHOXYHEXADECYLSILANE